O[C@H]1C(OC([C@H]1O)=O)=O (3R,4S)-3,4-dihydroxydihydrofuran-2,5-dione